6-(3-amino-6-bromo-5-fluoropyrazin-2-yl)phthalazin-1(2H)-one NC=1C(=NC(=C(N1)F)Br)C=1C=C2C=NNC(C2=CC1)=O